2-(2-((2-fluorobenzylidene)hydrazineylidene)-4-oxothiazolidine-5-yl)acetyl chloride FC1=C(C=NN=C2SC(C(N2)=O)CC(=O)Cl)C=CC=C1